2-Methoxyethyl 5-(benzylcarbamoyl)-2,6-dimethyl-4-(3-nitrophenyl)-1,4-dihydropyridine-3-carboxylate C(C1=CC=CC=C1)NC(=O)C=1C(C(=C(NC1C)C)C(=O)OCCOC)C1=CC(=CC=C1)[N+](=O)[O-]